1-(7-(piperidin-4-yl)-7H-pyrrolo[2,3-d]pyrimidin-4-yl)dihydropyrimidine-2,4(1H,3H)-dione N1CCC(CC1)N1C=CC2=C1N=CN=C2N2C(NC(CC2)=O)=O